C1(CCCC1)OC1=C(C=C(C=C1)C(F)(F)F)NS(=O)(=O)C=1C=C(C(=O)O)C=CC1C1CC1 3-(N-(2-(cyclopentyloxy)-5-(trifluoromethyl)phenyl)sulfamoyl)-4-cyclopropylbenzoic acid